COC(=O)C1CN(S(C=2N1C(C=C(C2C2=CC(=CC=C2)C(F)(F)F)CC2=CC=CC1=CC=CC=C21)=O)(=O)=O)CCCCC(=O)O 5-(4-(methoxycarbonyl)-8-(naphthalen-1-ylmethyl)-1,1-dioxido-6-oxo-9-(3-(trifluoromethyl)phenyl)-3,4-dihydro-2H,6H-pyrido[1,2-e][1,2,5]thiadiazin-2-yl)pentanoic acid